C(C1=CC=CC=C1)N1CCN(CC1)CC(COC=1N=C(C2=C(N1)C(=C(N=C2)Cl)F)N2CC1CCC(C2)N1C(=O)OC(C)(C)C)NC(=O)OC(C)(C)C tert-butyl 3-(2-(3-(4-benzylpiperazin-1-yl)-2-((tert-butoxycarbonyl) amino) propoxy)-7-chloro-8-fluoropyrido[4,3-d]pyrimidin-4-yl)-3,8-diazabicyclo[3.2.1]octane-8-carboxylate